C1(=CC=CC=C1)N1N=CC(=C1)C1=CN=C(N1)C(=O)N([C@H]1CNCC1)C(C)C 5-(1-phenyl-1H-pyrazol-4-yl)-N-(propan-2-yl)-N-[(3R)-pyrrolidin-3-yl]-1H-imidazole-2-carboxamide